2-acetamido-N-(4,5-dimethylthiazol-2-yl)cyclohexane-1-carboxamide C(C)(=O)NC1C(CCCC1)C(=O)NC=1SC(=C(N1)C)C